tert-butyl (S)-3-((8-methylquinolin-6-yl)amino)pyrrolidine-1-carboxylate CC=1C=C(C=C2C=CC=NC12)N[C@@H]1CN(CC1)C(=O)OC(C)(C)C